BrC1=NN2C(N=CC3=C2C(CN3C(=O)OC(C)(C)C)(C(F)(F)F)C)=C1 tert-butyl 2-bromo-8-methyl-8-(trifluoromethyl)-7,8-dihydro-6H-pyrazolo[1,5-a]pyrrolo[2,3-e]pyrimidine-6-carboxylate